C1(=C(C=CC=C1)N(C(C(=O)O)=O)CCC(C)C)C1=CC=CC=C1 2-([1,1'-biphenyl]-2-yl-(isopentyl)amino)-2-oxoacetic acid